N1=CC(=CC2=NC=CC=C12)CCC=O 3-(1,5-naphthyridin-3-yl)propanal